N'-hydroxy-5-((1-(5-(trifluoromethyl)pyridin-2-yl)-1H-pyrazol-3-yl)amino)picolinimidamide ON=C(C1=NC=C(C=C1)NC1=NN(C=C1)C1=NC=C(C=C1)C(F)(F)F)N